CC=1C=CC=2N(N=C3CCC(CC23)NCC2=CC=C(C=C2)C2=NOC(=N2)C(F)(F)F)C1 8-methyl-N-({4-[5-(trifluoromethyl)-1,2,4-oxadiazol-3-yl]phenyl}methyl)-1,2,3,4-tetrahydropyrido[1,2-b]indazol-2-amine